silolan [SiH2]1CCCC1